C(C)(C)(C)N(C(=O)OC[C@H](NC(=O)OC(C)(C)C)C(=O)O)C1=NC2=CC(=NC=C2C=C1O)C N-(tert-butoxycarbonyl)serine tert-butyl-(3-hydroxy-7-methyl-1,6-naphthyridin-2-yl)carbamate